C(CCC)[O-].[Y+3].C(CCC)[O-].C(CCC)[O-] yttrium butanolate